2-bromanyl-1-(4-fluorophenyl)ethanone BrCC(=O)C1=CC=C(C=C1)F